N[C@H]1CC[C@H](CC1)C(=O)OC Methyl cis-4-aminocyclohexanecarboxylate